methylnickel (II) C[Ni+]